rac-(2S)-3-acetamido-2-(tert-butoxycarbonylamino)propanoic acid C(C)(=O)NC[C@@H](C(=O)O)NC(=O)OC(C)(C)C |r|